FC=1C(=C(C(=O)OC)C=C(C1F)CNNS(=O)(=O)C1=CC=C(C)C=C1)NC1=C(C=C(C=C1)I)F methyl (E)-3,4-Difluoro-2-((2-fluoro-4-iodophenyl)amino)-5-((2-p-toluenesulfonylhydrazyl)methyl)benzoate